C(CCC=C)[Si](OC)(OC)C 4-pentenylmethyldimethoxysilane